C(C1=CC=CC=C1)(=O)O[C@H]1[C@H](OCCN=[N+]=[N-])O[C@@H]([C@H]([C@@H]1OC(C1=CC=CC=C1)=O)O)COCC1=CC=CC=C1 2-azidoethyl 2,3-di-O-benzoyl-6-O-benzyl-beta-D-glucopyranoside